N1=C(C(=NC(=C1C#N)C#N)C#N)C#N 2,3,5,6-pyrazintetra-nitrile